2-(1-(2,4,5-trifluorobenzyl)pyrrolidin-3-yl)benzoic acid FC1=C(CN2CC(CC2)C2=C(C(=O)O)C=CC=C2)C=C(C(=C1)F)F